3-(((5-ethyl-1H-indazol-6-yl)oxy)methyl)-5-methylisoxazole C(C)C=1C=C2C=NNC2=CC1OCC1=NOC(=C1)C